CN1N=CC(=C1)C1=CC=2N(N=C1)C(=CN2)N2CCN(CC2)C(=O)OC(C)(C)C tert-butyl 4-(7-(1-methyl-1H-pyrazol-4-yl)imidazo[1,2-b]pyridazin-3-yl)piperazine-1-carboxylate